BrC1=CC=C(C=C1)CCCCCCCC 1-Bromo-4-(n-octyl)benzene